(1R,4S)-4-ethyl-4-hydroxycyclopent-2-en-1-yl acetate C(C)(=O)O[C@H]1C=C[C@](C1)(O)CC